5-(2-methoxypyridin-4-yl)-2-(3-(1-((3aR,5s,6aS)-octahydrocyclopenta[c]pyrrol-5-yl)vinyl)-1,2,4-triazin-6-yl)phenol COC1=NC=CC(=C1)C=1C=CC(=C(C1)O)C1=CN=C(N=N1)C(=C)C1C[C@@H]2[C@@H](CNC2)C1